2-methyl-6-(3'-((prop-2-yn-1-ylamino)methyl)-[1,1'-biphenyl]-4-yl)-1H-benzo[d]imidazole-4-carboxylic acid CC1=NC2=C(N1)C=C(C=C2C(=O)O)C2=CC=C(C=C2)C2=CC(=CC=C2)CNCC#C